3-isobutylcyclohexane-1,2-dicarboxylic acid C(C(C)C)C1C(C(CCC1)C(=O)O)C(=O)O